O=C1NC(CCC1C=1C=C(C(=NC1)N1CCC(CC1)(O)CC(=O)O)F)=O 2-[1-[5-(2,6-dioxo-3-piperidyl)-3-fluoro-2-pyridyl]-4-hydroxy-4-piperidyl]acetic acid